1,1-diethoxytetradecane C(C)OC(CCCCCCCCCCCCC)OCC